(S)-quinuclidin-3-yl (6-(2-(trifluoromethoxy)phenyl)-1,2,3,4-tetrahydronaphthalen-1-yl)carbamate FC(OC1=C(C=CC=C1)C=1C=C2CCCC(C2=CC1)NC(O[C@@H]1CN2CCC1CC2)=O)(F)F